FC(C1=CC=C(CN2N=C(C3=CC=CC=C23)NC(=O)C=2C=NC=NC2)C=C1)(F)F N-(1-(4-(trifluoromethyl)benzyl)-1H-indazol-3-yl)pyrimidine-5-carboxamide